BrC1=CC2=CC=C(C=C2C=C1)OCCC1=CC=C(C=C1)Cl 2-Bromo-6-(4-Chlorophenethoxy)Naphthalene